ClC1([C@H]([C@@H]1C1=CC(=C(C=C1)F)F)C(=O)O)Cl (1R,3R)-2,2-dichloro-3-(3,4-difluorophenyl)cyclopropane-1-carboxylic acid